CCCCCCCCCCC(=O)C(=O)[O-] The molecule is an oxo fatty acid anion resulting from the deprotonation of the carboxy group of 2-oxododecanoic acid. The major species at pH 7.3. It is a conjugate base of a 2-oxododecanoic acid. It is a tautomer of a 2-hydroxydodec-2-enoate.